1,3-dichloro-5-(chloromethyl)-2-methoxybenzene ClC1=C(C(=CC(=C1)CCl)Cl)OC